2-bromo-6,6,9-trimethyl-2-pentyl-6a,7,8,10a-tetrahydrobenzo[c]chromen-1-ol BrC1(C(C=2C3C(C(OC2C=C1)(C)C)CCC(=C3)C)O)CCCCC